CC(CCCCCCCCCC(=O)O)O The molecule is a medium-chain fatty acid that is lauric acid substituted at position 11 by a hydroxy group. It has a role as a metabolite. It is a medium-chain fatty acid and an (omega-1)-hydroxy fatty acid. It derives from a dodecanoic acid. It is a conjugate acid of an 11-hydroxylaurate.